C1(=CC=CC=C1)C1=NC(=NC(=N1)C1=CC=CC=C1)C1=CC=C(C=C1)C=1C=CC=2C3(C4=CC=CC=C4C2C1)CCCC3 2,4-diphenyl-6-(4-(spiro[cyclopentane-1,9'-fluoren]-3'-yl)phenyl)-1,3,5-triazine